dimethylbenzyl-sulfonium triflate [O-]S(=O)(=O)C(F)(F)F.C[S+](CC1=CC=CC=C1)C